CNC(=O)C=1C(=NC(=NC1)N1CCN(CCC1)C(=O)OC(C)(C)C)NC1=C(C=CC=C1)S(=O)(=O)C tert-butyl 4-(5-(methylcarbamoyl)-4-((2-(methylsulfonyl)phenyl)amino)pyrimidin-2-yl)-1,4-diazepane-1-carboxylate